C(C=C)(=O)O.C(O)C(CC)(CO)CO.C(O)C(CC)(CO)CO di(trimethylolpropane) monoacrylate